ClC1=C(CN2C(C(N(CC2)C(=O)NCC(=O)O)=O)=O)C=CC(=C1OC)OC 2-(4-(2-chloro-3,4-dimethoxybenzyl)-2,3-dioxopiperazine-1-carboxamido)acetic acid